(4-amino-2-ethoxy-5-(trifluoromethyl)phenyl)(4-ethylpiperazin-1-yl)methanone NC1=CC(=C(C=C1C(F)(F)F)C(=O)N1CCN(CC1)CC)OCC